5-[4-amino-5-(trifluoromethyl)pyrrolo[2,1-f][1,2,4]triazin-7-yl]-N-[(3R,4S)-4-fluoro-1-(3-methyloxetane-3-carbonyl)pyrrolidin-3-yl]-2-methoxypyridine-3-carboxamide NC1=NC=NN2C1=C(C=C2C=2C=C(C(=NC2)OC)C(=O)N[C@@H]2CN(C[C@@H]2F)C(=O)C2(COC2)C)C(F)(F)F